1-(bisacryloxymethyl)ethyl isocyanate C(C=C)(=O)OC(C(C)N=C=O)OC(C=C)=O